C(=O)(C(=C)C)CCC[Si](OC)(OC)OC (γ-methacrylpropyl)trimethoxysilane